C(C=CC=CCCCCCCCCCCC)=O (11E,13Z)-hexadecadien-1-al